(4-vinylphenyl-4'-methylenecarboxyl-phenyl)iodonium C(=C)C1=CC=C(C=C1)C1C(=C(C=CC1=C)[IH+])C(=O)O